tert-butyl 2-((3-(7,7,8,8,8-pentafluorooctyl)-1,2,4-oxadiazol-5-yl)methyl)acrylate FC(CCCCCCC1=NOC(=N1)CC(C(=O)OC(C)(C)C)=C)(C(F)(F)F)F